(S)-1-(2-chloro-6-fluoro-3-(3-hydroxypropoxy)benzyl)-3,4-dimethyl-2-oxo-N-(2,4,6-trifluorobenzyl)-1,2,3,4-tetrahydroquinazolin-7-carboxamide ClC1=C(CN2C(N([C@H](C3=CC=C(C=C23)C(=O)NCC2=C(C=C(C=C2F)F)F)C)C)=O)C(=CC=C1OCCCO)F